BrC=1C(=NN(C1)C1=CC=C(C=C1)F)C1CN(CC1)C(=O)OC(C)(C)C tert-butyl 3-(4-bromo-1-(4-fluorophenyl)-1H-pyrazol-3-yl)pyrrolidine-1-carboxylate